P(=O)(O)(O)O.N1=CN=C2NC=NC2=C1N1C[C@@H](CCC1)NC(C=C)=O (R)-N-(1-(9H-purin-6-yl)piperidin-3-yl)acrylamide phosphate